3-Cyclopropyl-6-Methyl-1-[(1S)-1-[5-(Trifluoromethyl)Pyridin-2-Yl]Ethyl]-1H,4H,5H-Pyrazolo[3,4-d]Pyrimidin-4-One C1(CC1)C1=NN(C=2N=C(NC(C21)=O)C)[C@@H](C)C2=NC=C(C=C2)C(F)(F)F